5-(((tert-butyldimethylsilyl)oxy)methyl)-3-(4-fluorophenyl)-1H-pyrazole [Si](C)(C)(C(C)(C)C)OCC1=CC(=NN1)C1=CC=C(C=C1)F